N-(1-benzyl-4-(6-chloropyridin-3-yl)piperidin-4-yl)-4-(trifluoromethoxy)benzenesulfonamide C(C1=CC=CC=C1)N1CCC(CC1)(C=1C=NC(=CC1)Cl)NS(=O)(=O)C1=CC=C(C=C1)OC(F)(F)F